(R)-(1-chloro-4-((1-methylpiperazin-3-yl)amino)phthalazin-6-yl)dimethylphosphine oxide ClC1=NN=C(C2=CC(=CC=C12)P(C)(C)=O)N[C@@H]1CN(CCN1)C